5-ethynyl-nicotinaldehyde C(#C)C=1C=NC=C(C=O)C1